SC=1C2=C(N=CN1)N(C=C2CCCO)COCC[Si](C)(C)C 3-(4-Sulfanyl-7-{[2-(trimethylsilyl)ethoxy]methyl}-7H-pyrrolo[2,3-d]pyrimidin-5-yl)propan-1-ol